N1(CCC1)C(C#N)C azetidin-1-yl-propionitrile